COC(=O)C=1N(C=C(C1)NC(CCCNC(=O)OC(C)(C)C)=O)C.CC(CCNC(C1=CC(=CC=C1)NC1=CC=C(C=C1)\C=C\C1=NC=CN=C1)=O)C N-(3-methylbutyl)-3-({4-[(E)-2-(pyrazin-2-yl)vinyl]phenyl}amino)benzamide methyl-4-{4-[(tert-butoxycarbonyl)amino]butanamido}-1-methylpyrrole-2-carboxylate